ClC=1C=C2C(=NC(=NC2=C(C1C1=CC=C(C2=C1N=C(S2)N)F)F)OC[C@]21CCCN1C[C@@H](C2)F)N2CCC1(CCN1)CCC2 4-(6-chloro-8-fluoro-2-(((2R,7aS)-2-fluorotetrahydro-1H-pyrrolizin-7a(5H)-yl)methoxy)-4-(1,7-diazaspiro[3.6]decan-7-yl)quinazolin-7-yl)-7-fluorobenzo[d]thiazol-2-amine